C(C)(C)(C)C1=C(C(=C(C(=C1[2H])[2H])NC=1OC2=C(C1[2H])C(=C(C(=C2[2H])[2H])[2H])[2H])[2H])[2H] N-(4-tert-butylphenyl-2,3,5,6-d4)benzofuran-d5-2-amine